N,N-diethyl-4-(6-(((3aR,5s,6aS)-2-((tetrahydro-2H-pyran-4-yl)methyl)octahydrocyclopenta[c]pyrrol-5-yl)amino)pyridazin-3-yl)benzamide C(C)N(C(C1=CC=C(C=C1)C=1N=NC(=CC1)NC1C[C@@H]2[C@@H](CN(C2)CC2CCOCC2)C1)=O)CC